6-chloro-3,5-dimethyl-pyrazine-2-formamide ClC1=C(N=C(C(=N1)C(=O)N)C)C